N-(1-cyanoethyl)-4-(5-methyl-2-((1-methyl-1H-pyrazol-4-yl)amino)pyrimidin-4-yl)benzamide C(#N)C(C)NC(C1=CC=C(C=C1)C1=NC(=NC=C1C)NC=1C=NN(C1)C)=O